pentamethylcyclopentadienyl-(1-n-hexyl-6,6-dimethyl-1,5,6,7-tetrahydro-s-indacenyl)hafnium CC1=C(C(=C(C1([Hf]C1(C=CC2=CC=3CC(CC3C=C12)(C)C)CCCCCC)C)C)C)C